CC(C)=CCC\C(\C)=C\C\C=C(/C)\C=C E-alpha-farnesene